4-methyl-2-(methylamino)pentanamide hydrochloride Cl.CC(CC(C(=O)N)NC)C